FC(C1=NN=C(O1)C1=CC(=NC=C1)C=1N(C=CN1)CC1=CC=CC(=N1)C#N)F 6-[(2-{4-[5-(difluoromethyl)-1,3,4-oxadiazol-2-yl]pyridin-2-yl}-1H-imidazol-1-yl)methyl]pyridine-2-carbonitrile